(R)-1-(2-(1-(benzyloxy)-3-fluoroprop-2-yloxy)-5-bromophenyl)propan-1-one C(C1=CC=CC=C1)OC[C@H](CF)OC1=C(C=C(C=C1)Br)C(CC)=O